CC=1C=C(C=CC1C=1C=NNC1)NC(C[C@H]1C[C@H](N(C1)C=1C2=C(N=C(N1)C)C1=C(O2)C=CC=C1)C(=O)O)=O (2S,4R)-4-(2-((3-methyl-4-(1H-pyrazol-4-yl)phenyl)amino)-2-oxoethyl)-1-(2-methylbenzofuro[3,2-d]pyrimidin-4-yl)pyrrolidine-2-carboxylic acid